3-(4-(4-((4'-chloro-[1,1'-biphenyl]-2-yl)methyl)piperazine-1-carbonyl)-1-oxoisoindolin-2-yl)piperidine-2,6-dione ClC1=CC=C(C=C1)C1=C(C=CC=C1)CN1CCN(CC1)C(=O)C1=C2CN(C(C2=CC=C1)=O)C1C(NC(CC1)=O)=O